C1(CC1)NCCC1CN(C1)C=1N=CC(=NC1)C(=O)NC1=CC2=CN(N=C2C(=C1)F)C 5-(3-(2-(cyclopropylamino)ethyl)azetidin-1-yl)-N-(7-fluoro-2-methyl-2H-indazol-5-yl)pyrazine-2-carboxamide